2-(2,5-difluoro-4-(6-((6-(1-(piperidin-4-yl)-1H-pyrazol-4-yl)pyridin-3-yl)methoxy)pyridin-2-yl)benzyl)-1-(2-methoxyethyl)-1H-benzo[d]imidazole-6-carboxylic acid FC1=C(CC2=NC3=C(N2CCOC)C=C(C=C3)C(=O)O)C=C(C(=C1)C1=NC(=CC=C1)OCC=1C=NC(=CC1)C=1C=NN(C1)C1CCNCC1)F